Cl.OCCP(CCO)CCO tris(2-hydroxyethyl)phosphine hydrochloride